ClC1=CC=C(C=C1)C1=CC(=NC(=N1)C=1C=NC=CC1)C1CC(C2C(CNCC2)O1)O (6-(4-chlorophenyl)-2-(pyridin-3-yl)pyrimidin-4-yl)octahydro-2H-pyrano[2,3-c]pyridin-4-ol